cholest-5-en-3,7-diol CC(C)CCC[C@@H](C)[C@H]1CC[C@H]2[C@@H]3C(C=C4CC(CC[C@]4(C)[C@H]3CC[C@]12C)O)O